1-benzyl-1,3-dihydro-2H-imidazol-2-one C(C1=CC=CC=C1)N1C(NC=C1)=O